[3-[2-[3-(2-benzyloxyethoxy)propoxymethyl]thiazol-5-yl]-1-tetrahydropyran-2-yl-indazol-5-yl]oxy-tert-butyl-dimethyl-silane C(C1=CC=CC=C1)OCCOCCCOCC=1SC(=CN1)C1=NN(C2=CC=C(C=C12)O[Si](C)(C)C(C)(C)C)C1OCCCC1